COC1=C2C(NC(=NC2=CC(=C1)OC)C1=CC=C(C=C1)N1CCC(CC1)N1CCN(CC1)CC1=C(C=CC=C1)C1C(NC(CC1)=O)=O)=O 3-(2-((4-(1-(4-(5,7-dimethoxy-4-oxo-3,4-dihydroquinazolin-2-yl)phenyl)piperidin-4-yl)piperazin-1-yl)methyl)phenyl)piperidine-2,6-dione